3-Bromo-2-methyl-1-propanol BrCC(CO)C